3-(2-chloro-4-fluorophenoxy)-N-(3-(S-methylsulfonimidoyl)phenyl)-6-(fluoromethyl)pyridazine-4-carboxamide ClC1=C(OC=2N=NC(=CC2C(=O)NC2=CC(=CC=C2)S(=O)(=N)C)CF)C=CC(=C1)F